C1=CC=C(C=C1)C[C@@H](C(=O)N[C@@H](CC2=CN=CN2)C(=O)O)N The molecule is a dipeptide composed of L-phenylalanine and L-histidine joined by a peptide linkage. It has a role as a metabolite. It derives from a L-phenylalanine and a L-histidine. It is a tautomer of a Phe-His zwitterion.